COC1=C(C=O)C=CC(=C1C=O)C 2-methoxy-4-methyl-isophthalaldehyde